C(C)O[Si]1(N(CCC1)CCCCCCCC)C 2-ethoxy-2-methyl-N-octyl-1-aza-2-silacyclopentane